ClC1=CC(=C(CN2C[C@@H](N(C[C@H]2C)C=2C=3N=C(N(C3N3C(N2)=NN=C3)C[C@H]3OCCC3)C)C)C=C1)F 4-((2S,5R)-4-(4-chloro-2-fluorobenzyl)-2,5-dimethylpiperazin-1-yl)-2-methyl-1-(((S)-tetrahydrofuran-2-yl)methyl)-1H-[1,2,4]triazolo[3,4-b]purine